5-methyl-2-(methylamino)quinoline-7-carboxylic acid methyl ester COC(=O)C1=CC(=C2C=CC(=NC2=C1)NC)C